O1CCOC2=C1C=CC=C2C(C(=O)N)C(C)=O (2,3-dihydro-1,4-benzodioxin-5-yl)-3-oxo-butanamide